C[C@@H]1NCC1 (2S)-2-methylazetidine